5-(4-((3-Cyanophenyl)ethynyl)-3-fluorophenoxy)-1H-1,2,3-triazole-4-carboxylic acid C(#N)C=1C=C(C=CC1)C#CC1=C(C=C(OC2=C(N=NN2)C(=O)O)C=C1)F